[Cl-].[Cl-].C(C)=[Hf+]C1(C(=C(C(=C1C)C)C)C)C1C=CC2=CC=CC=C12.C(C)=[Hf+]C1(C(=C(C(=C1C)C)C)C)C1C=CC2=CC=CC=C12 ethylidene(1-indenyl-2,3,4,5-tetramethyl-1-cyclopentadienyl)hafnium (IV) dichloride